3-(trifluoromethyl)benzamide-4-d FC(C=1C=C(C(=O)N)C=CC1[2H])(F)F